3-((1r,4r)-4-(2-fluoro-4-methylpyridin-3-yl)cyclohexyl)-7-methyl-1-((3-(2,2,2-trifluoroethyl)pyridin-2-yl)methyl)-1,8-naphthyridin-2(1H)-one FC1=NC=CC(=C1C1CCC(CC1)C=1C(N(C2=NC(=CC=C2C1)C)CC1=NC=CC=C1CC(F)(F)F)=O)C